tert-butyl (6S,7S)-7-(ethylsulfonamido)-6-((2,3',5'-trifluoro-[1,1'-biphenyl]-3-yl)methyl)-5-azaspiro[2.4]heptane-5-carboxylate C(C)S(=O)(=O)N[C@@H]1[C@@H](N(CC12CC2)C(=O)OC(C)(C)C)CC=2C(=C(C=CC2)C2=CC(=CC(=C2)F)F)F